4-[[(1R,3S)-3-aminocyclopentyl]amino]-6-(4-ethyl-6-methoxy-3-pyridyl)-N'-(4-hydroxy-2-methyl-phenyl)pyrrolo[1,2-b]pyridazine-3-carboxamidine N[C@@H]1C[C@@H](CC1)NC=1C=2N(N=CC1C(=NC1=C(C=C(C=C1)O)C)N)C=C(C2)C=2C=NC(=CC2CC)OC